BrC1=CSC2=C1N=C(N(C2=O)C)Cl 7-bromo-2-chloro-3-methylthieno[3,2-d]pyrimidin-4(3H)-one